5-((6,7-dimethoxyquinazolin-4-yl)amino)-1,3-dihydro-2,1-benzoxaborol-1-ol COC=1C=C2C(=NC=NC2=CC1OC)NC=1C=CC2=C(COB2O)C1